sodium bisulphate S([O-])(O)(=O)=O.[Na+]